C(C)N1C(C=2[C@@H]([C@@H](CCC2C=C1)NS(=O)(=O)C)CC=1C=C(C=CC1)C1=C(C=CC=C1)F)=O |o1:5,6| rel-N-{(7R,8S)-2-ethyl-8-[(2'-fluoro[1,1'-biphenyl]-3-yl)methyl]-1-oxo-1,2,5,6,7,8-hexahydroisoquinolin-7-yl}methanesulfonamide